ClC1=CC=C2C(=C(NC2=C1Cl)CC(=O)NCC1=NNC=C1)C=1C=NNC1 2-[6,7-dichloro-3-(1H-pyrazol-4-yl)-1H-indol-2-yl]-N-(1H-pyrazol-3-ylmethyl)acetamide